1-((1s,3s)-3-(3,3-dimethylpyrrolidin-1-yl)cyclobutyl)spiro[indoline-3,4'-piperidine]-2-one CC1(CN(CC1)C1CC(C1)N1C(C2(CCNCC2)C2=CC=CC=C12)=O)C